NC1=NC=2C=C(C=CC2C2=C1N=C(N2CC(C)(C)O)CCCC)CC=2C=C(CNCCN)C=CC2 3-((4-amino-2-butyl-1-(2-hydroxy-2-methylpropyl)-1H-imidazo[4,5-c]quinolin-7-yl)methyl)-N-(2-aminoethyl)benzylamine